2-(3-((N-(2-(1H-imidazol-4-yl)ethyl)sulfamoyl)amino)phenyl)-N-cyclobutylimidazo[1,2-a]pyridine-6-carboxamide N1C=NC(=C1)CCNS(=O)(=O)NC=1C=C(C=CC1)C=1N=C2N(C=C(C=C2)C(=O)NC2CCC2)C1